NC1=C(C(=O)OC)C(=C(C(=C1F)Br)F)F methyl 2-amino-4-bromo-3,5,6-trifluorobenzoate